C(C)(C)(C)[Si](OCCCCC=O)(C1=CC=CC=C1)C1=CC=CC=C1 5-[tert-butyl-(diphenyl)silyl]oxypentanal